C1(CCCCC1)C=1C=NN(C1)C1CCNCC1 4-(4-cyclohexyl-1H-pyrazol-1-yl)piperidine